CC=1C=C2CCCS(C2=CC1)(=O)=O 6-methylthiochromane-1,1-dioxide